N-(4-((6,7-dimethoxyquinolin-4-yl)oxy)phenyl)-2-(4-methylpiperazin-1-yl)acetamide COC=1C=C2C(=CC=NC2=CC1OC)OC1=CC=C(C=C1)NC(CN1CCN(CC1)C)=O